CCCCCCCCCCCCCCCCCCCCCCCCCCCCC(=O)N[C@@H](/C=C/[C@@H]1[C@@H]([C@H]([C@H]([C@H](O1)CO)O)O)O)[C@@H]([C@@H](CCCCCCCCCCCCCC)O)O The molecule is a C-glycosylphytoceramide consisting of 1-O-(alpha-D-galactopyranosyl)-N-nonacosanoylphytosphingosine with the anomeric oxygen replaced by a methylylidene group. It has a role as a ceramide allergen.